Boc-2-(trifluoromethyl)-D-phenylalanine C(=O)(OC(C)(C)C)N[C@H](CC1=C(C=CC=C1)C(F)(F)F)C(=O)O